C(C(=C)C)(=O)OCCC[Si](C)(OC)OC 3-[dimethoxy(methyl)silyl]propyl methacrylate